CN(C1=CC(=CC2=CC=CC=C12)C1=CC=C(C=C1)OC(F)(F)F)C N,N-dimethyl-3-(4-(trifluoromethoxy)phenyl)naphthalen-1-amine